[2H]C(N1C(=NC(=C1)C(F)(F)F)C1=CC=C(C=O)C=C1)([2H])[2H] 4-[1-(trideuteriomethyl)-4-(trifluoromethyl)imidazol-2-yl]benzaldehyde